(E)-2-(2-chloro-1-benzothien-6-ylcarbonylamino)-5,5-dimethyl-3-hexenoic acid ClC=1SC2=C(C1)C=CC(=C2)C(=O)NC(C(=O)O)\C=C\C(C)(C)C